N1(CCNCC1)C1=CN2C(=NC=CC2=O)S1 2-piperazin-1-yl-thiazolo[3,2-a]Pyrimidin-5-one